C(O)([O-])=O.C(CCCCCCCCCCC)[N+]1=CN(C=C1)C=C 3-dodecyl-1-vinyl-1H-imidazol-3-ium hydrogen carbonate